(R)-1-(3-(6-chloro-3-(1H-imidazol-1-yl)-5-methoxy-1-methyl-1H-pyrrolo[3,2-b]-pyridin-2-yl)-1H-1,2,4-triazol-5-yl)-2-methoxy-N,N-dimeth-ylethan-1-amine ClC=1C=C2C(=NC1OC)C(=C(N2C)C2=NNC(=N2)[C@H](COC)N(C)C)N2C=NC=C2